Cl\C(\C(F)(F)F)=C/C(C(C(F)(F)F)Cl)Cl (Z)-2,4,5-trichloro-1,1,1,6,6,6-hexafluorohex-2-ene